4-methoxy-2-methyl-1-(phenylsulfonyl)-1H-indole COC1=C2C=C(N(C2=CC=C1)S(=O)(=O)C1=CC=CC=C1)C